2,4,6-trihydroxyphenyl methyl ketone CC(=O)C1=C(C=C(C=C1O)O)O